C(C)(C)C1=CC(CCC1)=O 3-isopropylcyclohex-2-en-1-one